4-(8-amino-1,2,3,4-tetrahydroisoquinoline-2-carbonyl)-5-(benzyloxy)-1,3-phenylene-bis(4-methylbenzenesulfonate) NC=1C=CC=C2CCN(CC12)C(=O)C1=C(C=C(C=C1OCC1=CC=CC=C1)C1=C(C=CC(=C1)C)S(=O)(=O)[O-])C1=C(C=CC(=C1)C)S(=O)(=O)[O-]